(4-(5-chloroquinolin-4-yl)piperazin-1-yl)propane sodium [Na].ClC1=C2C(=CC=NC2=CC=C1)N1CCN(CC1)CCC